FC(OC1=C(C(=O)NCC2=NN3C(=NC=4C=CC=CC4C3=C2)SC2CCN(CC2)CC(=O)O)C=CC=C1)(F)F 2-(4-((2-((2-(trifluoromethoxy)benzamido)methyl)pyrazolo[1,5-c]quinazolin-5-yl)thio)piperidin-1-yl)acetic acid